4-[6-(6-fluoro-4-methoxy-2-pyridyl)-5-methyl-7,8-dihydro-5H-pyrido[4,3-d]pyrimidin-2-yl]-5-methyl-thiazole FC1=CC(=CC(=N1)N1C(C2=C(N=C(N=C2)C=2N=CSC2C)CC1)C)OC